2-(4-hydroxyphenyl)-3-(3,5-dihydroxyphenyl)-6-hydroxy-4-benzofurancarboxylic acid methyl ester COC(=O)C=1C=C(C=C2C1C(=C(O2)C2=CC=C(C=C2)O)C2=CC(=CC(=C2)O)O)O